C1(=CC=CC=C1)C(C=C)C 3-phenyl-1-butene